3-METHYLBENZENE-1,2-DICARBOXALDEHYDE CC1=C(C(=CC=C1)C=O)C=O